[Li+].P(=O)([O-])([O-])[O-].[Na+].[Na+].[Na+] Trisodium phosphate lithium